The molecule is a hydrochloride resulting from the reaction of equimolar amounts of quinapril and hydrogen chloride. A prodrug for quinaprilat hydrochloride (by hydrolysis of the ethyl ester to the corresponding carboxylic acid), it is used as an angiotensin-converting enzyme inhibitor (ACE inhibitor) for the treatment of hypertension and congestive heart failure. It has a role as an antihypertensive agent and an EC 3.4.15.1 (peptidyl-dipeptidase A) inhibitor. It contains a quinapril(1+). CCOC(=O)[C@H](CCC1=CC=CC=C1)N[C@@H](C)C(=O)N2CC3=CC=CC=C3C[C@H]2C(=O)O.Cl